Racemic-5,5-Difluoro-4a,5,5a,6-tetrahydro-4H-cyclopropa[d][1,2,3]oxadiazolo[3,4-a]pyridin-7-ium-3-olate FC1(C2CC=3[N+](CC21)=NOC3[O-])F